(2R,3R,4R,5R,6R)-2-(acetoxymethyl)-6-(2-methoxyethoxy)-5-(2,2,2-trifluoroacetamido)tetrahydro-2H-pyran-3,4-diyl diacetate C(C)(=O)O[C@H]1[C@H](O[C@H]([C@@H]([C@H]1OC(C)=O)NC(C(F)(F)F)=O)OCCOC)COC(C)=O